tert-butyl (5-(4-(methylsulfonamido)phenyl)thiazolo[5,4-b]pyridin-2-yl)carbamate CS(=O)(=O)NC1=CC=C(C=C1)C1=CC=C2C(=N1)SC(=N2)NC(OC(C)(C)C)=O